[N+](=O)([O-])C1=NN(C=C1C=1C=C2CCNC(C2=CC1)=O)C=1C=CC(=C(C1)NC(C=C)=O)C(F)(F)F N-(5-(3-nitro-4-(1-oxo-1,2,3,4-tetrahydroisoquinolin-6-yl)-1H-pyrazol-1-yl)-2-(trifluoromethyl)phenyl)acrylamide